NC1(CC1)COC1=CC2=C(C(=N1)C)CC(C2)CNCCC2CN(C(O2)=O)C=2C=CC=1OCC(NC1N2)=O 6-[5-[2-[[3-[(1-aminocyclopropyl)methoxy]-1-methyl-6,7-dihydro-5H-cyclopenta[c]pyridin-6-yl]methylamino]ethyl]-2-oxo-1,3-oxazolidin-3-yl]-4H-pyrido[3,2-b][1,4]oxazin-3-one